2-hydroxy-5-methyl-isoindoline-1,3-dione ON1C(C2=CC=C(C=C2C1=O)C)=O